rac-N-(4-(2,5-difluorophenyl)-2-((trans)-2-methyl-4-oxocyclohexyl)pyridin-3-yl)-2-isopropylpyrimidine-5-carboxamide FC1=C(C=C(C=C1)F)C1=C(C(=NC=C1)[C@H]1[C@@H](CC(CC1)=O)C)NC(=O)C=1C=NC(=NC1)C(C)C |r|